C1(=CC=CC=C1)C(C)[N+]1=CN([C@H]2[C@H](O)[C@H](O)[C@@H](CO)O2)C=2N=C(NC(C12)=O)N 7-(1-phenylethyl)guanosine